3-methoxy-N-(5-methylpyrazin-2-yl)-4-nitrobenzamide COC=1C=C(C(=O)NC2=NC=C(N=C2)C)C=CC1[N+](=O)[O-]